4-bromo-7-chlorofuro[2,3-c]pyridine BrC1=C2C(=C(N=C1)Cl)OC=C2